C(C)(C)(C)OC(=O)N1C2=C(OCC1)N=CC(=C2OC)Br.O2[C@H](CC1=C2C=CC=C1)C=1OC2=C(N1)C=C(C=C2)OCC2=NC=C(C=C2)OC 2-[(2R)-2,3-dihydro-1-benzofuran-2-yl]-5-[(5-methoxypyridin-2-yl)methoxy]-1,3-benzoxazole tert-butyl-7-bromo-8-methoxy-2,3-dihydro-1H-pyrido[2,3-b][1,4]oxazine-1-carboxylate